C1(CCCC1)N(C(=O)OCC=1C(=NOC1C1=CC=C(O[C@H]2C[C@@H](COC2)C(=O)OC)C=C1)C)C |r| (±)-trans-Methyl 5-(4-(4-(((cyclopentyl(methyl)carbamoyl)oxy)methyl)-3-methyl-isoxazol-5-yl)phenoxy)tetrahydro-2H-pyran-3-carboxylate